FC1=C(OC2=C(C=C(C=C2)NS(=O)(=O)CC)C2=CC(=NC(=C2)C)CC)C=CC(=C1)F N-(4-(2,4-difluorophenoxy)-3-(2-ethyl-6-methylpyridin-4-yl)phenyl)ethanesulfonamide